6-fluoro-7-(3-fluorophenyl)-3-(tetrahydro-2H-pyran-4-yl)-5,6,7,8-tetrahydropyrido[2,3-d]pyrimidine-2,4(1H,3H)-dione FC1CC2=C(NC(N(C2=O)C2CCOCC2)=O)NC1C1=CC(=CC=C1)F